3-formylamino-2-hydroxybenzoamide C(=O)NC=1C(=C(C(=O)N)C=CC1)O